FC=1C=C2C(=CNC2=CC1)CCCN1CCN(CC1)C1=NSC2=C1C=CC(=C2)OC 3-(4-(3-(5-fluoro-1H-indol-3-yl)propyl)piperazin-1-yl)-6-methoxybenzo[d]isothiazole